(3-bromo-5-chloro-2-(1-hydroxy-2-nitroethyl)thieno[3,2-b]pyridin-7-yl)(thiophen-2-ylmethyl)carbamic acid tert-butyl ester C(C)(C)(C)OC(N(CC=1SC=CC1)C1=C2C(=NC(=C1)Cl)C(=C(S2)C(C[N+](=O)[O-])O)Br)=O